C(#N)C1=NC=C(C=C1)F 2-cyano-5-fluoropyridine